6,8-dichloro-3-methoxy-1-methyl-2-(4-(3-(piperidin-1-yl)propoxy)phenyl)quinolin-4(1H)-one ClC=1C=C2C(C(=C(N(C2=C(C1)Cl)C)C1=CC=C(C=C1)OCCCN1CCCCC1)OC)=O